C(C)(C)(C)OC(NC1CN(CC1CF)CC1=CC=CC=C1)=O N-[1-benzyl-4-(fluoromethyl)pyrrolidin-3-yl]carbamic acid tert-butyl ester